C(C1=CC=CC=C1)N(C(C(=O)OCC)CC1CCCCC1)CCNC(=O)OC(C)(C)C Ethyl 2-(benzyl (2-((tert-butoxycarbonyl)amino) ethyl)amino)-3-cyclohexylpropanoate